(S)-2-((4-(3-(4-chloro-2-fluorophenyl)-2,3-diHydrobenzo[b][1,4]dioxin-5-yl)piperidin-1-yl)methyl)-1-((1-(cyanomethyl)cyclopropyl)methyl)-1H-Benzo[d]imidazole-6-carboxylic acid ClC1=CC(=C(C=C1)[C@@H]1OC2=C(OC1)C=CC=C2C2CCN(CC2)CC2=NC1=C(N2CC2(CC2)CC#N)C=C(C=C1)C(=O)O)F